C[C@@]12CCC=3N=C(SC3C2=CC[C@H]2[C@H]3[C@](CC[C@H]12)(/C(/CC3)=N/O)C)NN3CCN(CC3)C (5aR,5bS,7aS,10aS,10bR,E)-5a,7a-dimethyl-2-((4-methylpiperazin-1-yl)amino)-4,5,5a,5b,6,7,7a,9,10,10a,10b,11-dodecahydro-8H-cyclopenta[7,8]phenanthro[2,1-d]thiazol-8-one oxime